2-((3-chloro-2-methylphenyl)amino)-N-(4-(hexahydropyrrolo[3,4-c]pyrrol-2(1H)-yl)phenyl)benzamide ClC=1C(=C(C=CC1)NC1=C(C(=O)NC2=CC=C(C=C2)N2CC3CNCC3C2)C=CC=C1)C